8-(amino)guanine NC1=NC=2N=C(NC(C2N1)=O)N